(Z)-3-fluoro-4-(2-isopropyl-4-(4-(morpholinesulfonyl)phenyl)-1H-benzo[d]imidazol-1-yl)but-2-en-1-amine hydrochloride Cl.F\C(=C/CN)\CN1C(=NC2=C1C=CC=C2C2=CC=C(C=C2)S(=O)(=O)N2CCOCC2)C(C)C